C(=O)O.C1(CC(C(CC1)C(C)C)NNC(=S)N)C menthyl-thiosemicarbazide formate